(1R,2R)-2-(naphthalene-2,3-dicarboximido)cyclohexanecarboxylic acid C1=C2C(=CC3=CC=CC=C13)C(N(C2=O)[C@H]2[C@@H](CCCC2)C(=O)O)=O